C1(CC1)C#CC1(C2=C(NC(O1)=O)C=CC(=C2)F)C(F)(F)F 4-(cyclopropylethynyl)-6-fluoro-4-(trifluoromethyl)-1,4-dihydro-2H-benzo[d][1,3]oxazin-2-one